4-(3-(1H-imidazol-2-yl)phenyl)-2-amino-6-methoxypyridine-3,5-dinitrile N1C(=NC=C1)C=1C=C(C=CC1)C1=C(C(=NC(=C1C#N)OC)N)C#N